C1=CC=C2C(=C1)C(=O)C3=C(C2=O)C(=C(C(=C3N)O)S(=O)(=O)[O-])O The molecule is an organosulfonate oxoanion that is the conjugate base of nuclear fast red free acid, obtained by deprotonation of the sulfo group. It is a conjugate base of a nuclear fast red free acid.